C(C)(C)N1C(CC1)C(=O)O 1-isopropylazetidine-2-carboxylic acid